[C@H]12CN(C[C@H](CC1)N2)C=2C1=C(N=C(N2)OC([2H])([2H])[C@]23CCCN3C[C@](C2)([2H])F)C(=C(N=C1)C=1C=C(C=CC1C(F)(F)F)O)F 3-(4-((1R,5S)-3,8-Diazabicyclo[3.2.1]octan-3-yl)-8-fluoro-2-(((2R,7aS)-2-fluorotetrahydro-1H-pyrrolizin-7a(5H)-yl-2-d)methoxy-d2)pyrido[4,3-d]pyrimidin-7-yl)-4-(trifluoromethyl)phenol